6-[4-(6-chloro-5-fluoro-indolin-1-yl)quinazolin-6-yl]pyrazine-2-carbonyl chloride ClC1=C(C=C2CCN(C2=C1)C1=NC=NC2=CC=C(C=C12)C1=CN=CC(=N1)C(=O)Cl)F